C(C)OC=1C=C(C=CC1C=1NC(C2=C(N1)NN=N2)=O)C2=CC(=CC=C2)C(=O)OC methyl 3'-ethoxy-4'-(7-oxo-6,7-dihydro-3H-[1,2,3]triazolo[4,5-d]pyrimidin-5-yl)-[1,1'-biphenyl]-3-carboxylate